m-n-nonylphenol C(CCCCCCCC)C=1C=C(C=CC1)O